O=C1N(CC2=CC=C(C=C12)NC1=NC2=CC=CC=C2N=C1)C1C(NC(CC1)=O)=O 3-[1-oxo-6-(quinoxalin-2-ylamino)isoindol-2-yl]piperidine-2,6-dione